tert-butyl 8-((1-(tert-butoxycarbonyl)piperidin-4-yl)(methyl)amino)-2-chloro-6,6a,7,8,9,10-hexahydro-5H-pyrido[1',2':4,5]pyrazino[2,3-c]pyridazine-5-carboxylate C(C)(C)(C)OC(=O)N1CCC(CC1)N(C1CC2N(C=3C(=NN=C(C3)Cl)N(C2)C(=O)OC(C)(C)C)CC1)C